C(C1=CC=CC=C1)OC=1C(C(=CN2C1C(N1[C@H](CCC([C@H]2C1)=O)C)=O)C(=O)NCC1=C(C=C(C=C1)F)F)=O (3S,7R)-12-(Benzyloxy)-N-(2,4-difluorobenzyl)-3-methyl-1,6,11-trioxo-1,4,5,6,7,11-hexahydro-3H-2,7-methanopyrido[1,2-a][1,4]diazonine-10-carboxamide